C(C)[C@H]1CCC2=CC=3CCCC3C(=C12)NC(=O)N=[S@](=O)(N)C=1C=NN2C1OCCC2 (R)-N'-(((S)-3-ethyl-1,2,3,5,6,7-hexahydro-s-indacen-4-yl)carbamoyl)-6,7-dihydro-5H-pyrazolo[5,1-b][1,3]oxazine-3-sulfonimidamide